1-(pyrrolidin-3-ylsulfonyl)-4-(5-(trifluoromethyl)pyridin-3-yl)piperazine N1CC(CC1)S(=O)(=O)N1CCN(CC1)C=1C=NC=C(C1)C(F)(F)F